CC1=C(C(C(C=N1)C(=O)N)=O)C=1SC=CC1 6-methyl-4-oxo-5-thiophen-2-ylpyridine-3-carboxamide